methyl 3-(N-(2-((tert-butoxycarbonyl)amino)-5-cyanophenyl)sulfamoyl)-4-methoxybenzoate C(C)(C)(C)OC(=O)NC1=C(C=C(C=C1)C#N)NS(=O)(=O)C=1C=C(C(=O)OC)C=CC1OC